2-chloro-N-(2,4-Dimethoxybenzyl)-5-Nitrobenzenesulfonamide ClC1=C(C=C(C=C1)[N+](=O)[O-])S(=O)(=O)NCC1=C(C=C(C=C1)OC)OC